pyridinium 1,2,4-triazoline-3,5-dione N1=NC(NC1=O)=O.[NH+]1=CC=CC=C1